IC(C(CNC(O)=O)C#CC)C.OC1CCC(CC1)NC(=O)C1C(C1)CCCC1=CC=CC=C1 N-((1r,4r)-4-hydroxycyclohexyl)-2-(3-phenylpropyl)cyclopropane-1-carboxamide 3-iodo-2-propynyl-butylcarbamate